COC=1C=C(C=CC1OC)C=[N+](C(C)C)[O-] 1-(3,4-dimethoxyphenyl)-N-isopropylmethanimine oxide